tert-butyl-5-{[2-(4-chlorophenyl)imidazo[1,2-a]-pyridin-3-yl]methyl}-2,5-diazabicyclo[2.2.2]octane-2-carboxylate C(C)(C)(C)OC(=O)N1C2CN(C(C1)CC2)CC2=C(N=C1N2C=CC=C1)C1=CC=C(C=C1)Cl